C(CCCCCCC\C=C/CCCCCC)(=O)OCCCCCCCCCCCCCC Myristyl palmitoleate